C(C)C(CC1=CC=C(S1)C1=C(C(=C(C2=NSN=C21)C=2SC(=CC2)CC(CCCC)CC)[N+](=O)[O-])[N+](=O)[O-])CCCC 4,7-bis(5-(2-ethylhexyl)thiophen-2-yl)-5,6-dinitro-2,1,3-benzothiadiazole